C1(CC1)C([C@@H](C(=O)NC1=C(C=C(C=C1)[C@@H](C(=O)NC(CNC(OC(C)(C)C)=O)C(F)(F)F)C)F)NC(=O)C1=CC=NN1CC)C1CC1 tert-butyl (2-((S)-2-(4-((S)-3,3-dicyclopropyl-2-(1-ethyl-1H-pyrazole-5-carboxamido)propanamido)-3-fluorophenyl)propanamido)-3,3,3-trifluoropropyl)carbamate